[Ni].NC=1C=2N(C=CN1)C(=NC2C)[C@@H](C)C=2C(=C(C(=C(C2)Cl)F)C(=O)N2C[C@H](CCC2)O)OC(C)C (3-((S)-1-(8-amino-1-methylimidazo[1,5-a]pyrazin-3-yl)ethyl)-5-chloro-6-fluoro-2-isopropoxyphenyl)((S)-3-hydroxypiperidin-1-yl)methanone Nickel